BrC=1C=NC=C(C1N)OC1CCC1 3-bromo-5-cyclobutoxy-pyridin-4-amine